COCCOC1=CC(=NC(=C1)S(=O)(=O)C)NC1=CC(=NC=C1C1=NN2C=NC=CC2=C1)NC(C)=O N-(4-((4-(2-methoxyethoxy)-6-(methylsulfonyl)pyridin-2-yl)amino)-5-(pyrazolo[1,5-c]pyrimidin-2-yl)pyridin-2-yl)acetamide